(Z)-3,7-Dimethyl-2,6-octadienyl acetate C(C)(=O)OC\C=C(/CCC=C(C)C)\C